C[C@]12[C@H]3CC[C@@]4([C@H](CC[C@H]4[C@@H]3CC=C2C=2SC(=NC2CC1)C1=NC=CC=C1)O)C (1S,2R,13R,14S,17S,18S)-2,18-dimethyl-7-(2-pyridyl)-8-thia-6-azapentacyclo[11.7.0.02,10.05,9.014,18]icosa-5(9),6,10-trien-17-ol